3-(3-Chloro-1H-pyrrolo[2,3-b]pyridin-2-yl)-1-cyclohexyl-pyrazolo[3,4-d]pyrimidin-4-amine ClC1=C(NC2=NC=CC=C21)C2=NN(C1=NC=NC(=C12)N)C1CCCCC1